FC=1C(=CC2=C(C1)C1(COC1)N(C(O2)=O)CC2=C(C(=CC=C2)NS(NC)(=O)=O)F)OC2=NC=CC=N2 6-fluoro-3-({2-fluoro-3-[(methylsulfamoyl)amino]phenyl}methyl)-7-(pyrimidin-2-yloxy)-2,3-dihydrospiro[1,3-benzoxazine-4,3'-oxetan]-2-one